FC=1C(=C(C=C2CCN(C(C12)=O)CCCC(C)C)O)N1CC(NS1(=O)=O)=O 5-[8-fluoro-6-hydroxy-2-(4-methylpentyl)-1-oxo-1,2,3,4-tetrahydroisoquinolin-7-yl]-1λ6,2,5-thiadiazolidine-1,1,3-trione